NC1=NN(C2=CC=CC=C12)C(=O)NC1=NC(=CC=C1)C1=NN=CN1C(C)C 3-amino-N-(6-(4-isopropyl-4H-1,2,4-triazol-3-yl)pyridin-2-yl)-1H-indazole-1-carboxamide